2-(3-(2-((2S,3R)-3-hydroxy-2-methylazetidin-1-yl)-6,7-dihydro-5H-cyclopenta[d]pyrimidin-4-yl)phenyl)cyclopropane-1-carboxylic acid O[C@H]1[C@@H](N(C1)C=1N=C(C2=C(N1)CCC2)C=2C=C(C=CC2)C2C(C2)C(=O)O)C